C(C)(C)C=1C=2C(C(N(N1)CC(=O)N)=O)=NN(C2)C 2-(4-isopropyl-2-methyl-7-oxo-pyrazolo[3,4-d]pyridazin-6-yl)acetamide